NC1=NC=CC(=C1N)C1CCN(CC1)C(=O)C1=C(C=C(C=C1)OC(F)(F)F)NC(OC(C)(C)C)=O tert-butyl N-[2-[4-(2,3-diamino-4-pyridyl)piperidine-1-carbonyl]-5-(trifluoromethoxy)phenyl]carbamate